N1N=CC(=C1)C=1C=C(/C=C/C2=NC(=NC=C2)C2=CC=C3C=C(N(C3=C2)C)C(=O)O)C=CC1 (E)-6-(4-(3-(1H-pyrazol-4-yl)styryl)pyrimidin-2-yl)-1-methyl-1H-indole-2-carboxylic acid